(thiazol-5-yl)cyclopentan-1-one S1C=NC=C1C1C(CCC1)=O